CC1=CC=C(\C=N/O)C=C1 (Z)-4-methylbenzaldehyde oxime